N(=[N+]=[N-])C1C(O[C@@H](CC1)[C@@H](C)NC(=O)OCC1=CC=CC=C1)CC(=O)[O-] [(6S)-3-azido-6-[(1R)-1-(benzyloxycarbonylamino)ethyl]tetrahydropyran-2-yl]acetate